tungsten-lanthanum-tungsten [W].[La].[W]